C(=C)C1=CC(=CS1)C(=O)OC methyl 5-vinylthiophene-3-carboxylate